(1s,4s)-4-(((4-(1-(2-(trifluoromethoxy)phenyl)-1H-pyrazol-4-yl)pyrimidin-5-yl)-oxy)methyl)cyclohexane-1-amine hydrochloride Cl.FC(OC1=C(C=CC=C1)N1N=CC(=C1)C1=NC=NC=C1OCC1CCC(CC1)N)(F)F